C(#N)CCCCN1N=C(C2=CC=CC=C12)C(=O)O N-(4-cyanobutyl)indazole-3-carboxylic acid